BrC1=CC=C(C=C1)[C@@](O)(C1(CN(C1)C)C)C=1C=NC=C(C1)C1=NN(C(=N1)C1CCOCC1)C1CC1 (R)-(4-Bromo-phenyl)-{5-[1-cyclopropyl-5-(tetrahydro-pyran-4-yl)-1H-[1,2,4]triazol-3-yl]-pyridin-3-yl}-(1,3-dimethyl-azetidin-3-yl)-methanol